C(C)N1CCN(CC1)C1=NC2=CC=C(C=C2C(=C1)C)NC(=S)N1CC(CC1)CN1CCCC1 N-(2-(4-ethylpiperazin-1-yl)-4-methylquinolin-6-yl)-3-(pyrrolidin-1-ylmethyl)pyrrolidine-1-carbothioamide